C(C)OC(=O)C=1N(C2=C(C(=CC=C2C1)C(=O)OCC)F)[C@@H](CNC(=O)OC(C)(C)C)C (R)-1-(1-((tert-butoxycarbonyl)amino)propan-2-yl)-7-fluoro-1H-indole-2,6-dicarboxylic acid diethyl ester